COC(=O)C=1SC=CC1N(C)C(=O)OC(C)(C)C 3-((tert-butoxycarbonyl)(methyl)amino)thiophene-2-carboxylic acid methyl ester